C1(CC1)C=1SC(=CN1)C=1C=C(C=CC1)N(C(=O)[C@@H]1CC[C@H](CC1)OCCN(C)C)C[C@@H]1CC[C@H](CC1)C1=CC(=C(C=C1)OC)C trans-N-(3-(2-Cyclopropylthiazol-5-yl)phenyl)-4-(2-(dimethylamino)ethoxy)-N-((trans-4-(4-methoxy-3-methylphenyl)cyclohexyl)methyl)-cyclohexanecarboxamide